(2R,3S,4R,5R)-4-[[3-(3-methoxy-2-pyridinyl)-4,5-dimethyl-5-(trifluoromethyl)tetrahydrofuran-2-carbonyl]amino]pyridine-2-carboxamide COC=1C(=NC=CC1)[C@H]1[C@@H](O[C@]([C@@H]1C)(C(F)(F)F)C)C(=O)NC1=CC(=NC=C1)C(=O)N